5-(4,5-dichloro-2-(4-(trifluoromethoxy)phenoxy)benzoylamino)benzoic acid ClC1=CC(=C(C(=O)NC=2C=CC=C(C(=O)O)C2)C=C1Cl)OC1=CC=C(C=C1)OC(F)(F)F